2-isopropoxy-1-((2-(trimethylsilyl)ethoxy)methyl)-1H-benzo[d]Imidazole C(C)(C)OC1=NC2=C(N1COCC[Si](C)(C)C)C=CC=C2